O=S1(CCC(CC1)NC1=C2C=C(N(C2=CC=C1)CC(F)(F)F)C#CCNC=1C=CC(=NC1)C#N)=O 5-[(3-{4-[(1,1-dioxo-1λ6-thian-4-yl)amino]-1-(2,2,2-trifluoroethyl)-1H-indol-2-yl}prop-2-yn-1-yl)amino]pyridine-2-carbonitrile